BrC1=CC=C(CS(=O)(=NC2=CC=C(C=C2)C2=NOC(=N2)C(F)(F)F)C)C=C1 (4-bromobenzyl)(methyl)((4-(5-(trifluoromethyl)-1,2,4-oxadiazol-3-yl)phenyl)imino)-λ6-sulfanone